ethyl (6-(benzyloxy)-9-bromo-2-phenyl-[1,2,4]triazolo[5,1-a]isoquinoline-5-carbonyl)glycinate C(C1=CC=CC=C1)OC1=C(N2C(C3=CC(=CC=C13)Br)=NC(=N2)C2=CC=CC=C2)C(=O)NCC(=O)OCC